NC=1C=C2CCC(C(C2=C(C1)Br)=O)(C#N)Br 6-Amino-2,8-dibromo-1-oxo-1,2,3,4-tetrahydronaphthalene-2-carbonitrile